tert-Butyl 5-(4-methyl-1,3,5-triazin-2-yl)hexahydropyrrolo[3,4-c]pyrrole-2(1H)-carboxylate CC1=NC(=NC=N1)N1CC2C(C1)CN(C2)C(=O)OC(C)(C)C